Cl.CN(C)CC1CC2(CCC1)C1CCC(C2N)C1 rac-3'-((dimethylamino)methyl)spiro[bicyclo[2.2.1]heptane-2,1'-cyclohexan]-3-amine hydrochloride